C(C)OC(C(CC(=C)C(O)C1=CC=C(C=C1)F)NNC1=CC=CC=C1)=O (E)-4-((4-fluorophenyl)(hydroxy)methyl)-2-(2-phenylhydrazino)pent-4-enoic acid ethyl ester